O=[13C](O)CN(C)C(N)=N creatine-13C